COC(CCC=C(C)CCC=C(C)CCC=C(C)C)=O.FC=1C=CC(=NC1)N1N=NC(=C1COC1=CC=C(N=N1)N1CC(NCC1)=O)C 4-(6-((1-(5-Fluoropyridin-2-yl)-4-methyl-1H-1,2,3-triazol-5-yl)methoxy)pyridazin-3-yl)piperazin-2-one methyl-farnesylacetate